BrC=1C=C(C=CC1F)S(=O)(=O)N1CCC12CN(C2)C(=O)OC(C)(C)C tert-butyl 1-((3-bromo-4-fluorophenyl)sulfonyl)-1,6-diazaspiro[3.3]heptane-6-carboxylate